[Zn].[Cu].[Pb] lead-copper-zinc